(6S)-5-(3-fluoro-2-hydroxy-3-methylbutanoyl)-N-((S)-3-oxo-1-((S)-2-oxopyrrolidin-3-yl)-4-(trifluoromethoxy)butan-2-yl)-5-azaspiro[2.4]heptane-6-carboxamide FC(C(C(=O)N1CC2(CC2)C[C@H]1C(=O)N[C@@H](C[C@H]1C(NCC1)=O)C(COC(F)(F)F)=O)O)(C)C